butyl-2-ethylpropanediol C(CCC)C(C(C)CC)(O)O